C(CCC)N(CCN[Si](C)(CC)CC)CCCC [2-(dibutylamino)ethyl](diethylmethylsilyl)amine